COC1=CC=C(C=C1)C[C@H](C)N[C@H](C)C1=CC=CC=C1 (S)-1-(4-methoxyphenyl)-N-[(R)-1-phenylethyl]-2-propylamine